7-((4-bromobenzyl)oxy)-3,4-dihydroisoquinoline-2(1H)-carboxylic acid tert-butyl ester C(C)(C)(C)OC(=O)N1CC2=CC(=CC=C2CC1)OCC1=CC=C(C=C1)Br